ClCCC(=C(C1=CC=C(C=C1)O)C1=CC=C(C=C1)N1CCC(CC1)CN1C[C@H](CCC1)NC=1C=C2C(N(C(C2=CC1)=O)C1C(NC(CC1)=O)=O)=O)C1=CC=CC=C1 5-(((S)-1-((1-(4-(4-chloro-1-(4-hydroxyphenyl)-2-phenylbut-1-en-1-yl)phenyl)piperidin-4-yl)methyl)piperidin-3-yl)amino)-2-(2,6-dioxopiperidin-3-yl)isoindoline-1,3-dione